(R)-3-(2-cyano-2-methylazetidine-1-carbonyl)-8-methoxy-N-(2-oxo-1,2-dihydropyridin-3-yl)-1-(2,2,2-trifluoroethyl)-5,6-dihydropyrrolo[2,1-a]isoquinoline-9-carboxamide C(#N)[C@@]1(N(CC1)C(=O)C1=CC(=C2N1CCC1=CC(=C(C=C21)C(=O)NC=2C(NC=CC2)=O)OC)CC(F)(F)F)C